butyl phenylpiperidine-1-carboxylate C1(=CC=CC=C1)C1N(CCCC1)C(=O)OCCCC